BrC=1C(=NC(=CC1)C)/N=C/NO (E)-N'-(3-bromo-6-methyl-pyridin-2-yl)-N-hydroxyformamidine